2,2,2-trifluoroethyl 2-oxo-2-[rac-(2S,5R)-4-cyclobutyl-5-methyl-2-phenyl-piperazin-1-yl]acetate O=C(C(=O)OCC(F)(F)F)N1[C@H](CN([C@@H](C1)C)C1CCC1)C1=CC=CC=C1 |r|